ClC=1C(=NC(=NC1)NC1=CC(=CC(=C1)CN1C[C@H](N[C@H](C1)C)C)C1CC1)C1=CNC2=CC(=C(C=C12)O)C 3-(5-chloro-2-((3-cyclopropyl-5-(((3R,5S)-3,5-dimethylpiperazin-1-yl)methyl)phenyl)amino)pyrimidin-4-yl)-6-methyl-1H-indol-5-ol